C(C1=CC(C(=O)OC)=CC(C(=O)OC)=C1)(=O)OC trimethyl trimesoate